triethylenetetramine succinate salt C(CCC(=O)O)(=O)O.NCCNCCNCCN